ethyl bis(prop-2-yn-1-yl) phosphate P(=O)(OCC)(OCC#C)OCC#C